C(C)OC1=C(C=C(C=C1)S(=O)(=O)N1CC(C1)O)C1=NN2C(C(N1)=O)=C(N=C2CCC)C 2-(2-ethoxy-5-((3-hydroxyazetidin-1-yl)sulfonyl)phenyl)-5-methyl-7-propylimidazo[5,1-f][1,2,4]triazin-4(3H)-one